OC1=C(C=CC=C1)C=1C=C(C=CC1)C(C(=O)O)C 3-(2-hydroxyphenyl)phenylpropionic acid